(R)-3-(2-chloropyrimidin-4-yl)-10-methyl-9,10,11,12-tetrahydro-8H-[1,4]diazepino[5',6':4,5]thieno[3,2-f]quinolin-8-one ClC1=NC=CC(=N1)C1=NC=2C=CC3=C(C2C=C1)C1=C(S3)C(N[C@@H](CN1)C)=O